C(C)C=1C(=CC=C2C=C(C=C(C12)C1=C(C=2N=C(N=C(C2C(=N1)C)N1CC(CCC1)C)OC[C@]12CCCN2C[C@@H](C1)F)F)O)F 1-(7-(8-ethyl-7-fluoro-3-hydroxynaphthalene-1-yl)-8-fluoro-2-(((2R,7aS)-2-Fluorotetrahydro-1H-pyrrolizin-7a(5H)-yl)methoxy)-5-methylpyrido[4,3-d]pyrimidin-4-yl)-3-methylpiperidine